4-(4-Bromophenyl)-2-(2,4-dichlorobenzyl)imidazole BrC1=CC=C(C=C1)C=1N=C(NC1)CC1=C(C=C(C=C1)Cl)Cl